7-amino-6-(1-cyclopropyl-1H-pyrazol-4-yl)-1-methyl-3,4-dihydroquinolin-2(1H)-one NC1=C(C=C2CCC(N(C2=C1)C)=O)C=1C=NN(C1)C1CC1